ClC=1C=C(C=CC1F)NC(=O)C1=C(N=CN1C)C1CC2CC(CC2C1)(C1=CC(=NN1C)C(C)(C)O)O N-(3-chloro-4-fluorophenyl)-4-(5-hydroxy-5-(3-(2-hydroxypropan-2-yl)-1-methyl-1H-pyrazol-5-yl)octahydropentalen-2-yl)-1-methyl-1H-imidazole-5-carboxamide